tetramethylammonium tetrakis(4-chlorophenyl)borate ClC1=CC=C(C=C1)[B-](C1=CC=C(C=C1)Cl)(C1=CC=C(C=C1)Cl)C1=CC=C(C=C1)Cl.C[N+](C)(C)C